tert-butyl 2-(4-chloro-5-cyano-7H-pyrrolo[2,3-d]pyrimidin-7-yl)acetate ClC=1C2=C(N=CN1)N(C=C2C#N)CC(=O)OC(C)(C)C